monoiminovanillin N=COC=1C=C(C=O)C=CC1O